COCCN1C(C=CC2=C1N=CN=C2)=O 8-(2-methoxyethyl)pyrido[2,3-d]Pyrimidin-7(8H)-one